N-methylacetamid CNC(C)=O